C(C=C)(=O)OCCN(C)C β-(dimethylamino)ethyl acrylate